ON(C(CC(=O)CCC)=O)O N,N-dihydroxyethylacetoacetamide